4-(4-isopropyl-phenoxy)-benzoic acid C(C)(C)C1=CC=C(OC2=CC=C(C(=O)O)C=C2)C=C1